2-(2-((5-Bromo-2-((3-(hydroxymethyl)-4-(4-(4-methylpiperazin-1-yl)piperidin-1-yl)phenyl)Amino)pyrimidin-4-yl)amino)-4-fluorophenyl)propan-2-ol BrC=1C(=NC(=NC1)NC1=CC(=C(C=C1)N1CCC(CC1)N1CCN(CC1)C)CO)NC1=C(C=CC(=C1)F)C(C)(C)O